N[C@H](C(=O)N[C@@H]1CN(CC[C@H]1C1=CC=CC=C1)C(=O)C=1C=2N(C=CC1)C=NC2)C(C)(C)C (S)-2-amino-N-((3S,4S)-1-(imidazo[1,5-a]pyridine-8-carbonyl)-4-phenylpiperidin-3-yl)-3,3-dimethylbutanamide